C(CCC)(=O)OCC(C)(C)OC(C)C1=CCC(C1)(C)C 2-[1-(4,4-dimethyl-1-cyclopenten-1-yl) ethoxy]-2-methylpropyl butyrate